C(#N)C1CN(C1)S(=O)(=O)N1C[C@H](CCC1)C(=O)N1[C@H](CCC1)C(=O)N[C@@H]1CN(CC2=CC=CC=C12)C 1-(((3S)-1-((3-cyano-1-azetidinyl)sulfonyl)-3-piperidinyl)carbonyl)-N-((4S)-2-methyl-1,2,3,4-tetrahydro-4-isoquinolinyl)-D-prolinamide